Cl.OC1[C@H](O)[C@@H](O)[C@H](O[C@H]2[C@H](O)[C@@H](O)[C@@H](O)[C@H](O2)CO)[C@H](O1)CO lactose-hydrochloride